FCS(=O)(=O)C1=COC2=C1C=C(C=C2)C(=O)NCC2=NC=C1C=CC(=NC1=C2)C2=NC(=CC=C2)N2CCC(CC2)(C)O 3-((Fluoromethyl)sulfonyl)-N-((2-(6-(4-hydroxy-4-methylpiperidin-1-yl)pyridin-2-yl)-1,6-naphthyridin-7-yl)methyl)benzofuran-5-carboxamide